C(C)OC(=O)C1=NN2C(S1)=NC(=C2)C(F)F 6-(difluoromethyl)imidazo[2,1-b][1,3,4]Thiadiazole-2-carboxylic acid ethyl ester